COS(=O)(=O)C[C@H]1[C@@H](C1)CO[Si](C1=CC=CC=C1)(C1=CC=CC=C1)C(C)(C)C ((1R,2R)-2-(((tert-butyldiphenylsilyl)oxy)methyl)cyclopropyl)methanesulfonic acid methyl ester